2-(3-methyl-1-((1-phenyl-1H-tetrazol-5-yl)sulfonyl)butan-2-yl)pyridine CC(C(CS(=O)(=O)C1=NN=NN1C1=CC=CC=C1)C1=NC=CC=C1)C